COC(C1=C(C=CC(=C1)O)NC(=O)OC(C)(C)C)=O 2-tert-butoxycarbonylamino-5-hydroxybenzoic acid methyl ester